2,6-di-tert-butyl-4-methylphenyl-methylene-2,5-cyclohexadiene C(C)(C)(C)C1=C(C(=CC(=C1)C)C(C)(C)C)C=1C(C=CCC1)=C